C(C)(C)(C)OC(=O)N1CC=2C(=NN3C2C=2C(C[C@H](C3)CO)=CON2)CC1 |o1:17| (5R*)-tert-Butyl-5-(hydroxy-methyl)-5,6,9,10-tetrahydro-4H-isoxazolo[3,4-c]pyrido[4',3':3,4]pyrazolo[1,5-a]azepine-11(12H)-carboxylate